N[C@H](CC#N)C1=NC=CC(=C1)C=O (3R)-3-AMINO-3-(4-FORMYL(2-PYRIDYL))PROPANENITRILE